N-(5-cyclopropyl-1H-pyrazol-3-yl)-2-(1-(3-(methoxymethyl)phenyl)-1H-pyrazol-4-yl)propanamide C1(CC1)C1=CC(=NN1)NC(C(C)C=1C=NN(C1)C1=CC(=CC=C1)COC)=O